(E)-N-(4-(1-(4-(1-(5-((2-(2,6-dioxopiperidin-3-yl)-1,3-dioxoisoindolin-4-yl)amino)pentanoyl)piperidin-4-yl)benzoyl)piperidin-4-yl)butyl)-3-(pyridin-3-yl)acrylamide O=C1NC(CCC1N1C(C2=CC=CC(=C2C1=O)NCCCCC(=O)N1CCC(CC1)C1=CC=C(C(=O)N2CCC(CC2)CCCCNC(\C=C\C=2C=NC=CC2)=O)C=C1)=O)=O